7-(4-bromo-3-chloro-benzoyl)-2-[4-(cyclopropoxy)phenyl]-N-[(1R)-1-(4-methoxyphenyl)ethyl]-3-oxo-6,8-dihydro-5H-imidazo[1,5-a]pyrazine-1-carboxamide BrC1=C(C=C(C(=O)N2CC=3N(CC2)C(N(C3C(=O)N[C@H](C)C3=CC=C(C=C3)OC)C3=CC=C(C=C3)OC3CC3)=O)C=C1)Cl